(1S,2r)-2-((S)-5-chloro-8-((1-methyl-1H-indazol-3-yl)methoxy)-1-((2-oxopyrrolidin-1-yl)methyl)-1,2,3,4-tetrahydroisoquinoline-2-carbonyl)-N-methylcyclohexane-1-carboxamide ClC1=C2CCN([C@@H](C2=C(C=C1)OCC1=NN(C2=CC=CC=C12)C)CN1C(CCC1)=O)C(=O)[C@H]1[C@H](CCCC1)C(=O)NC